3-(7-((2-(4-(6-(6-((R)-2-(3-fluorophenyl)pyrrolidin-1-yl)imidazo[1,2-b]pyridazin-3-yl)pyridin-2-yl)piperazin-1-yl)ethyl)amino)-2-oxobenzo[d]oxazol-3(2H)-yl)piperidine-2,6-dione FC=1C=C(C=CC1)[C@@H]1N(CCC1)C=1C=CC=2N(N1)C(=CN2)C2=CC=CC(=N2)N2CCN(CC2)CCNC2=CC=CC=1N(C(OC12)=O)C1C(NC(CC1)=O)=O